5-(2-chloro-4-(1-cyclopropoxy-2-hydroxy-1-(naphthalen-1-yl)ethyl)quinazolin-6-yl)-4-methoxy-1-methylpyridine-2(1H)-on ClC1=NC2=CC=C(C=C2C(=N1)C(CO)(C1=CC=CC2=CC=CC=C12)OC1CC1)C=1C(=CC(N(C1)C)=O)OC